Cl.N[C@@H](C)C(=O)OCC(C)OC 2-methoxypropyl L-alaninate Hydrochloride